SC[C@@H]1C[C@H](NC1)CONC(=O)[C@H]1N2C(N([C@H](CC1)C2)OS(=O)(=O)O)=O (2S,5R)-N-{[(2S,4R)-4-Mercaptomethyl-pyrrolidin-2-yl]methyloxy}-7-oxo-6-(sulfooxy)-1,6-diazabicyclo[3.2.1]octane-2-carboxamide